2-(4-(isopropoxymethyl)phenyl)-4,4,5,5-tetramethyl-1,3,2-dioxaborolane C(C)(C)OCC1=CC=C(C=C1)B1OC(C(O1)(C)C)(C)C